C1(=CC=C(C=C1)N(C=1C=C2C(CC(C2=CC1)(C)C)(C)C1=CC=C(C=C1)N(C1=CC=C(C=C1)OC)C1=CC=C(C=C1)C1=CC=CC=C1)C1=CC=C(C=C1)OC)C1=CC=CC=C1 N-([1,1'-biphenyl]-4-yl)-3-(4-([1,1'-biphenyl]-4-yl(4-methoxyphenyl)amino)phenyl)-N-(4-methoxyphenyl)-1,1,3-trimethyl-2,3-dihydro-1H-indene-5-amine